C(C)(C)(C)C1(C(SC(=C1NC1=CC2=C(OCCN2C2=CC=CC=C2)C=C1)[N+](=O)[O-])(C(=O)[O-])CC)C(=O)[O-] 3-(tert-butyl)-2-ethyl-5-nitro-4-((4-phenyl-3,4-dihydro-2H-benzo[b][1,4]oxazin-6-yl)amino)thiophene-2,3-dicarboxylate